di-tert-butyl-1,4,7-triazacyclononane-1,4-dicarboxylate C(C)(C)(C)OC(=O)N1CCN(CCNCC1)C(=O)OC(C)(C)C